4-Methoxy-8-((5-methyl-1-(2-(1-methyl-1H-pyrazol-4-yl)vinyl)-1H-indazol-6-yl)oxy)-5,6,7,8-tetrahydroquinoline-3-carbonitrile COC1=C(C=NC=2C(CCCC12)OC1=C(C=C2C=NN(C2=C1)C=CC=1C=NN(C1)C)C)C#N